ClC=1C=C(C=CC1F)N(S(=O)(=O)C1CCN(CC1)C1CN(C1)C)CC1=C(C=C(C=C1)C=1OC(=NN1)C(F)F)F N-(3-chloro-4-fluorophenyl)-N-(4-(5-(difluoromethyl)-1,3,4-oxadiazol-2-yl)-2-fluorobenzyl)-1-(1-methylazetidin-3-yl)piperidine-4-sulfonamide